[N+](=O)([O-])N N-Nitroamin